tert-butyl (R)-2-(((1-(4-fluoro-3-(trifluoromethoxy)phenyl)cyclopropyl)(methoxycarbonyl)amino)methyl)pyrrolidine-1-carboxylate FC1=C(C=C(C=C1)C1(CC1)N(C(=O)OC)C[C@@H]1N(CCC1)C(=O)OC(C)(C)C)OC(F)(F)F